BrC=1C=CC(=C(C(=O)OC)C1)Cl methyl 5-bromo-2-chloro-benzoate